N-[(3-chloro-4-fluorophenyl)-(5-methyl-4-methylsulfonyl-1H-imidazol-2-yl)methyl]-5-fluoro-3-(trifluoromethyl)pyridin-2-amine ClC=1C=C(C=CC1F)C(NC1=NC=C(C=C1C(F)(F)F)F)C=1NC(=C(N1)S(=O)(=O)C)C